O=C1C(=CN=CN1)C#N 6-oxo-1,6-dihydropyrimidine-5-carbonitrile